C(C)(C)NC(O[C@@H]1CC[C@H](CC1)C(N(C[C@@H]1CC[C@H](CC1)C1=NC(=C(C=C1)OC)C)C1=NC=CC(=C1)C=1C=NN(C1)C(C)C)=O)=O trans-4-((4-(1-Iso-propyl-1H-pyrazol-4-yl)pyridin-2-yl)-((trans-4-(5-methoxy-6-methylpyridin-2-yl)-cyclohexyl)methyl)-carbamoyl)cyclohexyl isopropylcarbamate